N1=NC=C(C=C1)NC1=CC=2C(NCCOC2N=C1)=O 7-(pyridazin-4-ylamino)-3,4-dihydropyrido[3,2-f][1,4]oxazepin-5(2H)-one